C1(CC1)C(=O)C1=CNC2=NC=C(N=C21)NC2CCN(CC2)C(C=C)=O 1-(4-((7-(cyclopropanecarbonyl)-5H-pyrrolo[2,3-b]pyrazin-2-yl)amino)piperidin-1-yl)prop-2-en-1-one